(3S)-3-({1-cyclopentyl-5-[2-(trifluoromethyl)phenyl]-1H-pyrazol-3-yl}formamido)-5-[(3R)-3-fluoropiperidin-1-yl]pentanoic acid C1(CCCC1)N1N=C(C=C1C1=C(C=CC=C1)C(F)(F)F)C(=O)N[C@H](CC(=O)O)CCN1C[C@@H](CCC1)F